COCCN1C[C@H](CC1)NC1=CC=C(NC=2N=C(C3=C(N2)NC=C3)OC=3C=C(C=CC3)NC(C=C)=O)C=C1 (S)-N-(3-(2-(4-(1-(2-methoxyethyl)pyrrolidin-3-ylamino)anilino)-7H-pyrrolo[2,3-d]pyrimidin-4-yloxy)phenyl)acrylamide